5-(3-fluoro-4-isobutoxybenzyl)-7-(1-methylpiperidin-4-yl)-5,7-diazaspiro[2.5]octan-6-one FC=1C=C(CN2CC3(CC3)CN(C2=O)C2CCN(CC2)C)C=CC1OCC(C)C